Cl.NC1CS(CC1)(=O)=O 3-aminotetrahydrothiophene 1,1-dioxide hydrogen chloride